CN1N=CC2=C1N=C1N(C2=S)CCCC1=CC1=CC(=C(C(=C1)OC)OC)OC 1-methyl-9-(3,4,5-trimethoxybenzylidene)-6,7,8,9-tetrahydropyrazolo[3,4-d]pyrido[1,2-a]pyrimidine-4(1H)-thione